C(C1=CC=CC=C1)OC=1C(C(=CN2N[C@H](C\C=C/CNC(C21)=O)C)C(=O)NCC2=C(C=C(C=C2)F)F)=O (S,Z)-9-(benzyloxy)-N-(2,4-difluorobenzyl)-2-methyl-8,10-dioxo-2,3,6,7,8,10-hexahydro-1H-pyrido[1,2-b][1,2,5]triazecine-11-carboxamide